2-(3,5-bis((1-hydroxy-3,4-dihydro-1H-benzo[c][1,2]oxaborinine-7-carboxamido)methyl)benzamido)-5-((2,5-dioxopyrrolidin-1-yl)oxy)-5-oxopentanoic acid OB1OCCC2=C1C=C(C=C2)C(=O)NCC=2C=C(C(=O)NC(C(=O)O)CCC(=O)ON1C(CCC1=O)=O)C=C(C2)CNC(=O)C=2C=CC1=C(B(OCC1)O)C2